5-chloro-2-cyclopropylpyridazin-3(2H)-one ClC1=CC(N(N=C1)C1CC1)=O